BrC1=CC=C(C=C(C(=O)O)C2=CC=CC=C2)C=C1 p-bromophenyl-cinnamic acid